Bis(2-hydroxy-ethyl)sulfid OCCSCCO